O1C=C(C=C1)C=CC(=O)N=[N+]=[N-] 3-(3-furyl)-2-propenoyl azide